4-(5-methylthiazol-2-yl)aniline methyl-5-benzyl-3-(((2,5-dichlorophenyl)sulfonamido)methyl)-4,5-dihydroisoxazole-5-carboxylate COC(=O)C1(CC(=NO1)CNS(=O)(=O)C1=C(C=CC(=C1)Cl)Cl)CC1=CC=CC=C1.CC1=CN=C(S1)C1=CC=C(N)C=C1